Cl.C(C)OC1=CC(=C2C=NC=NC2=C1)C=1C=CC(=NC1)N1CCNCC1 4-[5-(7-Ethoxyquinazolin-5-yl)pyridin-2-yl]piperazine hydrochloride